ClC1=C2C(=NC=C1C1=CC=3N(C=C1)N=C(C3)NC(=O)[C@@H]3[C@@H](C3)F)NC=C2 (1R,2R)-N-(5-(4-chloro-1H-pyrrolo[2,3-b]pyridin-5-yl)pyrazolo[1,5-a]pyridin-2-yl)-2-fluorocyclopropane-1-carboxamide